N-(4-hydroxy-3-(methylsulfonyl)phenyl)-4-(phenylethylthio)benzamide OC1=C(C=C(C=C1)NC(C1=CC=C(C=C1)SCCC1=CC=CC=C1)=O)S(=O)(=O)C